ClC1(NC(=CC(=N1)N1C(C(OCCC1)(C1=CC=CC=C1)N)C1(COC1)C)C)N 2-chloro-4-[(3-methyloxetan-3-yl)amino[phenyl]-1,4-oxazepan-4-yl]-6-methyl-pyrimidin-2-amine